C(C1=CC=CC=C1)OCCCCCCCC\C=C/C1=CC(=CC(=C1)OC)OC (Z)-1-(10-benzyloxy-1-decenyl)-3,5-dimethoxybenzene